CN1[C@@H](CCC1)COC1=NC2=CC(=CC=C2C=C1C#N)C1=CC=CC=2CCCCC12 (((S)-1-methylpyrrolidin-2-yl)methoxy)-7-(5,6,7,8-tetrahydronaphthalen-1-yl)quinoline-3-carbonitrile